(1r,3R,5S,7r)-N-(12-azidododecyl)-3,5-dimethyladamantan-1-amine N(=[N+]=[N-])CCCCCCCCCCCCNC12C[C@]3(C[C@](CC(C1)C3)(C2)C)C